sodium iron (III) chloride [Fe](Cl)(Cl)Cl.[Na]